2-(5-methoxy-1H-indol-3-yl)-N,N-bis(methyl-d3)ethan-1-amine-1,1,2-d3 COC=1C=C2C(=CNC2=CC1)C(C(N(C([2H])([2H])[2H])C([2H])([2H])[2H])([2H])[2H])[2H]